bromo-2''H-dispiro[imidazolidine-4,1'-cyclohexane-4',5''-indeno[5,6-d][1,3]dioxole]-2,5-dione BrC1OC2=C(O1)C=C1C=CC3(C1=C2)CCC2(CC3)NC(NC2=O)=O